1,3,5-triazine-2-propanoic acid N1=C(N=CN=C1)CCC(=O)O